1-(4-{6-amino-5-[1-(2,6-dichloro-3-fluoro-phenyl)-ethoxy]-pyridin-3-yl}-phenyl)-3-(2-morpholin-4-yl-ethyl)-urea NC1=C(C=C(C=N1)C1=CC=C(C=C1)NC(=O)NCCN1CCOCC1)OC(C)C1=C(C(=CC=C1Cl)F)Cl